CC1(OCCC1CO)C (2,2-dimethyltetrahydrofuran-3-yl)methanol